1-((3-(2-chloro-8-cyanoindolizin-5-yl)pyridin-4-yl)thio)cyclobutane ClC=1C=C2C(=CC=C(N2C1)C=1C=NC=CC1SC1CCC1)C#N